(4-(Benzyloxy)butyryl)alanine benzyl ester C(C1=CC=CC=C1)OC([C@@H](NC(CCCOCC1=CC=CC=C1)=O)C)=O